N-[(2S)-1-({(1S)-1-cyano-2-[(3S)-2-oxopyrrolidin-3-yl]ethyl}amino)-4-methyl-1-oxopentan-2-yl]-4-methoxy-3,5,7-tris(trifluoromethyl)-1H-indole-2-carboxamide C(#N)[C@H](C[C@H]1C(NCC1)=O)NC([C@H](CC(C)C)NC(=O)C=1NC2=C(C=C(C(=C2C1C(F)(F)F)OC)C(F)(F)F)C(F)(F)F)=O